FC(C1CO1)(F)F 1,2-epoxy-3,3,3-trifluoropropane